1,3-bis(2,3-epoxypropyl)-5-ethyl-isocyanuric acid C(C1CO1)N1C(=O)N(C(=O)N(C1=O)CC)CC1CO1